C(CCC)OC(CC(O)(C(=O)O)CC(=O)O)=O Citric acid-monobutyl ester